1-(trifluoroethyl)-1H-pyrrole-2,5-dione FC(CN1C(C=CC1=O)=O)(F)F